ClC1=CC2=C(CN(S(C23C(C3)CN3C(C2=CC=CC=C2C3=O)=O)(=O)=O)CC)C=C1 2-((7-chloro-3-ethyl-2,2-dioxido-3,4-dihydrospiro[benzo[d][1,2]thiazine-1,1'-cyclopropane]-2'-yl)methyl)isoindoline-1,3-dione